3,4-dihydroisoquinolinecarboxamide C1(=NCCC2=CC=CC=C12)C(=O)N